C(C)S(=O)(=O)C1=CC=C(CC2=C(C(=O)N)C=CC(=C2C(=O)N)OC(C)C)C=C1 (4-(ethylsulfonyl)benzyl)-4-isopropoxyisophthalamide